N[C@@H](C(=O)OC)CC1=CC(=NO1)OC methyl (R)-2-amino-3-(3-methoxyisoxazol-5-yl)propanoate